C1C(CC12CCNCC2)OC2CCN(CC2)C(=O)OCC2=CC=CC=C2 benzyl 4-(7-azaspiro[3.5]nonan-2-yloxy)piperidine-1-carboxylate